C1=C(C=CC=2SC3=CC=CC=C3SC12)C1=CC(=C(C=C1C1=CC=2SC3=CC=CC=C3SC2C=C1)OCCOC1=C(C2=CC=CC=C2C=C1)C1=C(C=CC2=CC=CC=C12)OCCO)OCCOC1=C(C2=CC=CC=C2C=C1)C1=C(C=CC2=CC=CC=C12)OCCO 2,2'-{[4,5-di(thianthren-2-yl)-1,2-phenylene]bis(oxyethane-2,1-diyloxy[1,1'-binaphthalene]-2',2-diyloxy)}di(ethan-1-ol)